OC[C@@H]1CN(C[C@H]1C)C(=O)OC(C)(C)C trans-tert-butyl 3-(hydroxymethyl)-4-methylpyrrolidine-1-carboxylate